CC(C#N)(C)C=1OC(=NN1)C1=CC2=C(C(C[C@@H](C(N2CC2=C(C=C(C=C2)N2N=CC(=C2)C(F)(F)F)F)=O)N)(F)F)C=C1F 2-methyl-2-[5-[(3S)-3-amino-5,5,7-trifluoro-1-[[2-fluoro-4-[4-(trifluoromethyl)pyrazol-1-yl]phenyl]methyl]-2-oxo-3,4-dihydro-1-benzazepin-8-yl]-1,3,4-oxadiazol-2-yl]propanenitrile